tert-Butyl (1R,3r,5S)-3-(4-(3-cyano-4-methoxypyrazolo[1,5-a]pyridin-6-yl)-5-methyl-1H-pyrazol-1-yl)-8-azabicyclo[3.2.1]octane-8-carboxylate C(#N)C=1C=NN2C1C(=CC(=C2)C=2C=NN(C2C)C2C[C@H]1CC[C@@H](C2)N1C(=O)OC(C)(C)C)OC